(t-butoxycarbonyl)-L-tryptophan C(C)(C)(C)OC(=O)N[C@@H](CC1=CNC2=CC=CC=C12)C(=O)O